OC1=CC=C2C(C(COC2=C1)C1=CC=CC=C1)C1=CC=C(OCCN2CC(C2)CCC#CC2=C3CN(C(C3=CC=C2)=O)C2C(NC(CC2)=O)=O)C=C1 3-(4-(4-(1-(2-(4-(7-hydroxy-3-phenylchroman-4-yl)phenoxy)ethyl)azetidin-3-yl)but-1-yn-1-yl)-1-oxoisoindolin-2-yl)piperidine-2,6-dione